3-tert-butyl-1-(2,4,5-trifluorobenzyl)-6-(ethylsulfanyl)-1,3,5-triazine-2,4-dione C(C)(C)(C)N1C(N(C(=NC1=O)SCC)CC1=C(C=C(C(=C1)F)F)F)=O